tert-butyl 4-(3-fluoro-4-(methoxycarbonyl) phenyl)-3,6-dihydropyridine-1(2H)-carboxylate FC=1C=C(C=CC1C(=O)OC)C=1CCN(CC1)C(=O)OC(C)(C)C